N[C@H](C(=O)N1[C@@H](C[C@H](C1)O)C(=O)NCC1=CC=C(C=C1)C1=C(N=CS1)C)C(C)(S)C (2S,4R)-1-[(2R)-2-amino-3-methyl-3-sulfanyl-butanoyl]-4-hydroxy-N-[[4-(4-methylthiazol-5-yl)phenyl]methyl]pyrrolidine-2-carboxamide